C(C1=CC=CC=C1)OC([C@@H](CC1=CC=C(C=C1)C=1CCOCC1)OC([C@H](CC(C)C)N(C)C(=O)OC(C)(C)C)=O)=O (2R)-1-(benzyloxy)-3-[4-(3,6-dihydro-2H-pyran-4-yl)-phenyl]-1-oxopropan-2-yl-(2S)-2-[[(tert-butoxy) carbonyl] (methyl) amino]-4-methylpentanoate